OC(CCCCCCCCCCCCCCCC(=O)O)CC=CCC 17-Hydroxy-docos-19-enoic acid